4,12-Di-n-butyl-2-methyl-1,7,9,15-tetraoxa-4,12-diaza-8-stannaspiro[7.7]pentadecan C(CCC)N1CC(O[Sn]2(OCC1)OCCN(CCO2)CCCC)C